diphenyl(ethyl-d5)pyridine C1(=CC=CC=C1)C1=C(C(=NC=C1)C(C([2H])([2H])[2H])([2H])[2H])C1=CC=CC=C1